tert-Butyl 5-({(3S,4S)-1-[(benzyloxy)carbonyl]-4-fluoro-3-[(triethylsilyl)oxy]-D-prolyl}amino)-1H-pyrazolo[4,3-b]pyridine-1-carboxylate C(C1=CC=CC=C1)OC(=O)N1[C@H]([C@@H]([C@H](C1)F)O[Si](CC)(CC)CC)C(=O)NC1=CC=C2C(=N1)C=NN2C(=O)OC(C)(C)C